C1(=CC=C(C=C1)C1NC=CC=2C3=CC=CC=C3NC12)C 1-(p-tolyl)-dihydro-beta-carboline